4-{[(1-methyl-1H-imidazol-4-yl)sulfonyl]amino}-7-(propan-2-yloxy)isoquinoline-6-carboxamide CN1C=NC(=C1)S(=O)(=O)NC1=CN=CC2=CC(=C(C=C12)C(=O)N)OC(C)C